(S)-camphor [C@@]12(C(=O)CC(CC1)C2(C)C)C